1-(2-(cyclopropanesulfonamido)pyrimidin-4-yl)-N-(5-(6-ethoxypyrazin-2-yl)pyridin-2-yl)-4,4-difluorocyclohexane-1-carboxamide C1(CC1)S(=O)(=O)NC1=NC=CC(=N1)C1(CCC(CC1)(F)F)C(=O)NC1=NC=C(C=C1)C1=NC(=CN=C1)OCC